3-(6-(7-(4-(4-nitrophenyl)piperazin-1-yl)-2-azaspiro[3.5]nonan-2-yl)-1-oxoisoindolin-2-yl)piperidine-2,6-dione [N+](=O)([O-])C1=CC=C(C=C1)N1CCN(CC1)C1CCC2(CN(C2)C2=CC=C3CN(C(C3=C2)=O)C2C(NC(CC2)=O)=O)CC1